C(O)(O)=O.C(C1=CN=CC=C1)(=O)C1=CC=CC=C1 nicotinophenone carbonate